4-[[3-[1-(cyanomethyl)-3-(trifluoromethyl)pyrazol-4-yl]imidazo[1,2-a]pyrazin-8-yl]amino]-2-ethyl-N-[2-oxo-2-(pyrrolidin-3-ylmethylamino)ethyl]benzamide formate C(=O)O.C(#N)CN1N=C(C(=C1)C1=CN=C2N1C=CN=C2NC2=CC(=C(C(=O)NCC(NCC1CNCC1)=O)C=C2)CC)C(F)(F)F